C(#N)C=1C=NN2C1C(=CC(=C2)OCC)C=2C=CC(=NC2)N2CCC(CC2)(CN2C[C@@H](N(CC2)C)C)NC(OC(C)C)=O isopropyl (S)-(1-(5-(3-cyano-6-ethoxypyrazolo[1,5-a]pyridin-4-yl)pyridin-2-yl)-4-((3,4-dimethylpiperazin-1-yl)methyl)piperidin-4-yl)carbamate